6-(3-(3,5-difluoro-2-methylphenyl)-7,8-dihydro-1,6-naphthyridin-6(5H)-yl)-5-methylnicotinonitrile FC=1C(=C(C=C(C1)F)C=1C=NC=2CCN(CC2C1)C1=NC=C(C#N)C=C1C)C